C(C)C=1N=C2N(C(C1C1=CC=C(C=C1)OCC(F)(F)F)=O)C=CC(=C2)OC 2-ethyl-8-methoxy-3-(4-(2,2,2-trifluoroethoxy)phenyl)-4H-pyrido[1,2-a]pyrimidin-4-one